FC1(CCC2=C1N=C(N=C2N2CC(CC2)O)S(=O)(=O)C)F 1-(7,7-difluoro-2-(methylsulfonyl)-6,7-dihydro-5H-cyclopenta[d]pyrimidin-4-yl)pyrrolidin-3-ol